1-(2-methyl-5-nitro-4-oxoquinazolin-3(4H)-yl)-3-azabicyclo[3.1.1]heptane-2,4-dione CC1=NC2=CC=CC(=C2C(N1C12C(NC(C(C1)C2)=O)=O)=O)[N+](=O)[O-]